N,N-dimethyl-2-(4-vinylphenoxy)ethan-1-amine CN(CCOC1=CC=C(C=C1)C=C)C